4-bromo-3-methyl-5-(trifluoromethyl)benzonitrile BrC1=C(C=C(C#N)C=C1C(F)(F)F)C